COC(=O)C1N(CCN(C1)C=1N=C2C(=NC1Cl)C=NC=C2)CC2=C(C=C(C=C2)F)F.BrC2=C(C=C(N)C=C2OC(F)(F)F)Cl 4-bromo-3-chloro-5-(trifluoromethoxy)aniline methyl-4-(3-chloropyrido[3,4-b]pyrazin-2-yl)-1-(2,4-difluorobenzyl)piperazine-2-carboxylate